BrC=1C=C(SC1)C1(CC1)C=1NC(C2=C(N1)CCNC2)=O 2-(1-(4-bromothiophen-2-yl)cyclopropyl)-5,6,7,8-tetrahydropyrido[4,3-d]pyrimidin-4(3H)-one